1-(3-bromophenyl)urea BrC=1C=C(C=CC1)NC(=O)N